1-cyclohexyl-4-((3,4-dimethoxyphenyl)(1-phenethyl-1H-tetrazol-5-yl)methyl)piperazine C1(CCCCC1)N1CCN(CC1)C(C1=NN=NN1CCC1=CC=CC=C1)C1=CC(=C(C=C1)OC)OC